2-(2-BROMO-4-IODO-5-PYRAZOL-1-YL-PHENOXY)ETHOXY-TERT-BUTYL-DIMETHYL-SILANE BrC1=C(OCCO[Si](C)(C)C(C)(C)C)C=C(C(=C1)I)N1N=CC=C1